O1C(OCC1)C=1C(=NC=NC1N[C@H](C#C)C1=C(C(=CC=C1)C(F)(F)F)C)CC(=O)O (R)-2-(5-(1,3-dioxolan-2-yl)-6-((1-(2-methyl-3-(trifluoromethyl)phenyl)-prop-2-yn-1-yl)amino)pyrimidin-4-yl)acetic acid